ClC=1C(=NN(C1NC(=O)N[C@@H]1CN(C[C@H]1C1=CC(=C(C=C1)F)F)CCOC)C1=CC=CC=C1)OCC 1-(4-chloro-3-ethoxy-1-phenyl-1H-pyrazol-5-yl)-3-((3s,4r)-4-(3,4-difluorophenyl)-1-(2-methoxyethyl)pyrrolidin-3-yl)urea